NCC=CCCN 1,5-diamino-2-pentene